tert-Butyl 2-[1-[6-methyl-4-oxo-2-([1,2,4]triazolo[4,3-a]pyridin-6-yl)chromen-8-yl]ethylamino]benzoate CC=1C=C2C(C=C(OC2=C(C1)C(C)NC1=C(C(=O)OC(C)(C)C)C=CC=C1)C=1C=CC=2N(C1)C=NN2)=O